O=C1NCC(N1)C#N 2-Oxo-4-imidazolidinecarbonitrile